C(CCCCCC)(=O)C(O)(C[N+](C)(C)C)CC([O-])=O heptanoyl-carnitine